4-(2-(5-methyl-1H-benzo[d][1,2,3]triazol-1-yl)pyrido[3,2-d]pyrimidin-4-yl)morpholine CC1=CC2=C(N(N=N2)C=2N=C(C3=C(N2)C=CC=N3)N3CCOCC3)C=C1